BrC=1N=C(C(=NC1)N)N 5-bromopyrazine-2,3-diamine